FC1(CCN(CC1)CC1=C(C=C(C(=O)NC2=CC=CC=3N(C(N(C32)C)=O)C3C(NC(CC3)=O)=O)C=C1)F)F 4-((4,4-difluoropiperidin-1-yl)methyl)-N-(1-(2,6-dioxopiperidin-3-yl)-3-methyl-2-oxo-2,3-dihydro-1H-benzo[d]Imidazol-4-yl)-3-fluorobenzamide